F[C@H]1CN(CC[C@@H]1O)C(=O)OC(C)(C)C Tert-butyl (3S,4S)-3-fluoro-4-hydroxypiperidine-1-carboxylate